N1=NN(C2=NC=CC=C21)C2=CC(=C(C(=O)N([C@H]1CNCCC1)C1=NC=CC3=C1C=C(S3)C3=CC=C(C=C3)C(C)O)C=C2)F 4-(3H-[1,2,3]triazolo[4,5-b]pyridin-3-yl)-2-fluoro-N-(2-(4-(1-hydroxyethyl)phenyl)thieno[3,2-c]pyridin-4-yl)-N-((R)-piperidin-3-yl)benzamide